4-((3-chlorobenzyl)oxy)-N2,N2,N6,N6-tetrakis(2-methoxyethyl)-8-(4-methoxypiperidin-1-yl)pyrimido[5,4-d]pyrimidine-2,6-diamine ClC=1C=C(COC=2C3=C(N=C(N2)N(CCOC)CCOC)C(=NC(=N3)N(CCOC)CCOC)N3CCC(CC3)OC)C=CC1